5-bromo-N-(2-bromo-3-(4-methylpiperazin-1-yl)phenyl)pyridine-2-amine BrC=1C=CC(=NC1)NC1=C(C(=CC=C1)N1CCN(CC1)C)Br